C(C=C)OC1=C(C=C(C(=N1)C(=O)NNC([C@](CCCCC[C@H](C)O)(C(F)(F)F)OCC1=CC=CC=C1)=O)NC(OC(C)(C)C)=O)C(F)(F)F tert-Butyl (6-(allyloxy)-2-(2-((2R,8S)-2-(benzyloxy)-8-hydroxy-2-(trifluoromethyl)nonanoyl)hydrazine-1-carbonyl)-5-(trifluoromethyl)pyridin-3-yl)carbamate